N1(CCCC1)S(=O)(=O)C1=C(C=CC=C1)NC(C1=CC(=CC=C1)C(F)(F)F)=O N-(2-(pyrrolidin-1-ylsulfonyl)phenyl)-3-(trifluoromethyl)benzamide